1-(3,4-dichlorophenyl)cycloheptanecarbonitrile ClC=1C=C(C=CC1Cl)C1(CCCCCC1)C#N